C(CC1=C(C(=CC(=C1)CC(C)C)C(C)(C)C)O)C1=C(C(=CC(=C1)CC(C)C)C(C)(C)C)O 2,2'-ethylenebis(6-t-butyl-4-isobutylphenol)